ClN1N=CC2=CC=C(C=C12)C chloro-6-methyl-1H-indazole